3-(2,5-Dioxo-4-(pyridin-3-yl)imidazolidin-4-yl)propionic acid tert-butyl ester C(C)(C)(C)OC(CCC1(NC(NC1=O)=O)C=1C=NC=CC1)=O